Cl.C12CC(CC(CC1)N2)OC=2C=C1C(=NC=NC1=CC2OC)NC2=CC(=C(C=C2)OC2=CC=1N(C=C2)N=CN1)C 6-((Exo-8-azabicyclo[3.2.1]oct-3-yl)oxy)-N-(4-([1,2,4]triazolo[1,5-a]pyridin-7-yloxy)-3-methylphenyl)-7-methoxyquinazolin-4-amine hydrochloride